C(C)(=O)OC(C(=O)NC1=CC(=C(C=C1)B1OC(C(O1)(C)C)(C)C)Cl)C1=CC(=CC(=C1)F)F 2-((3-chloro-4-(4,4,5,5-tetramethyl-1,3,2-dioxaborolan-2-yl)phenyl)amino)-1-(3,5-difluorophenyl)-2-oxoethyl acetate